C(C1=CC=CC=C1)SCCC(=O)OCC ethyl 3-(benzylthio)propanoate